N5-(3-aminopropyl)-L-glutamine NCCCNC(CC[C@H](N)C(=O)O)=O